NC1=C(C=C(N=N1)C1=C(C=CC=C1)O)N1CC2CCC(C1)N2C2=CC(=NC=C2)C#CCN2CC(C2)OC2=CC=CC=C2 2-[6-amino-5-[8-[2-[3-(3-phenoxyazetidin-1-yl)prop-1-ynyl]-4-pyridinyl]-3,8-diazabicyclo[3.2.1]oct-3-yl]pyridazin-3-yl]phenol